COC1(CC(=CC(=C1)OC)OC)O 1,3,5-trimethoxyphenol